C(C)(C)C=1C=NN2C1N=C(N=C2NCC2=CC=C(C=C2)NC(CC)=O)OC2CCN(CC2)C N-(4-(((8-isopropyl-2-((1-methylpiperidin-4-yl)oxy)pyrazolo[1,5-a][1,3,5]triazin-4-yl)amino)methyl)phenyl)propanamide